(E)-N-(4-(1-(6-(4-(6-((2-(2,6-dioxopiperidin-3-yl)-1,3-dioxoisoindolin-5-yl)thio)hexyl)piperazin-1-yl)pyridazine-3-carbonyl)piperidin-4-yl)butyl)-3-(pyridin-3-yl)acrylamide O=C1NC(CCC1N1C(C2=CC=C(C=C2C1=O)SCCCCCCN1CCN(CC1)C1=CC=C(N=N1)C(=O)N1CCC(CC1)CCCCNC(\C=C\C=1C=NC=CC1)=O)=O)=O